O1C=C(C=C1)C=NNS(=O)(=O)C1=CC=C(C=C1)C N'-(furan-3-ylmethylene)-4-methylbenzenesulfonohydrazide